3,5-dimethoxy-N-(1-methylpiperidin-4-yl)-4-propoxybenzamide COC=1C=C(C(=O)NC2CCN(CC2)C)C=C(C1OCCC)OC